3-isopropyl-2-methyl-5-(2-methylsulfonylpyrimidin-4-yl)pyrazolo[4,3-b]pyridine C(C)(C)C=1N(N=C2C1N=C(C=C2)C2=NC(=NC=C2)S(=O)(=O)C)C